BrC1=C(C=C(C=C1)CNC(C1=C(C=CC=C1)OC)=O)OC N-[(4-bromo-3-methoxyphenyl)methyl]-2-methoxy-benzamide